[Cr].[In].[Ag] Silver-indium-chromium